L-4-nitrochlorobenzene [N+](=O)([O-])C1=CC=C(C=C1)Cl